N-((S)-2-(2-((1R,5S,6r)-3-oxabicyclo[3.1.0]hexane-6-carboxamido)pyridin-4-yl)-6,7,8,9-tetrahydro-5H-benzo[7]annulen-5-yl)-3-(tert-butyl)-1,2,4-oxadiazole-5-carboxamide [C@H]12COC[C@@H]2C1C(=O)NC1=NC=CC(=C1)C=1C=CC2=C(CCCC[C@@H]2NC(=O)C2=NC(=NO2)C(C)(C)C)C1